CNC(C(=O)O)CC(=O)C.N1C=C(C2=CC=CC=C12)C1C(CCCC1)=O 2-(indole-3-yl)cyclohexanone methylaminolevulinate